5-(5,5-di(t-butoxycarbonyl)-2-norbornyloxycarbonyl)-7-oxo-bicyclo[2.2.1]Hept-2-ene C(C)(C)(C)OC(=O)C1(C2CC(C(C1)C2)OC(=O)C2C1C=CC(C2)C1=O)C(=O)OC(C)(C)C